o-aminophenylnitrone NC1=C(C=CC=C1)C=[NH+][O-]